C1(=CC=CC=C1)C1N(C1)N1CC1 phenyl-biaziridine